8-methyl-2-(methylsulfanyl)-6-(thiophen-2-yl)-5-[2-(triisopropylsilyl)ethynyl]pyrido[2,3-d]pyrimidin-7-one CN1C(C(=C(C2=C1N=C(N=C2)SC)C#C[Si](C(C)C)(C(C)C)C(C)C)C=2SC=CC2)=O